ClC=1C(=C(C(=CC1)F)NC(=O)NC1=CC(=C(C=C1)C1=C2CNC(C2=C(C=C1)C=1NC(=CN1)C)=O)F)F 1-(3-chloro-2,6-difluorophenyl)-3-(3-fluoro-4-(7-(5-methyl-1H-imidazol-2-yl)-1-oxoisoindolin-4-yl)phenyl)urea